C(CC(=O)O)(=O)O propandioic acid